4,4'-oxybisbenzenesulfonate O(C1=CC=C(C=C1)S(=O)(=O)[O-])C1=CC=C(C=C1)S(=O)(=O)[O-]